2-methoxy-5-(4-(4-(4-oxopent-2-enoyl)piperazin-1-yl)quinolin-6-yl)pyridine COC1=NC=C(C=C1)C=1C=C2C(=CC=NC2=CC1)N1CCN(CC1)C(C=CC(C)=O)=O